N-(2-(1H-1,2,4-triazol-1-yl)ethyl)-3-bromoaniline N1(N=CN=C1)CCNC1=CC(=CC=C1)Br